C(CCCCCCCCCCC)OCC(C[N+](CCO)(CCO)[O-])O 3-dodecyloxy-2-hydroxypropyl-di(2-hydroxyethyl)amine oxide